(3R,3'R)-1,4-dihydro-2H-spiro[isoquinoline-3,4'-piperidin]-3'-ol hydrochloride Cl.N1C[C@H]([C@@]2(CC1)NCC1=CC=CC=C1C2)O